OC(=O)C(F)(F)F.C(C)(=O)N Acetamide TFA salt